CN1CC=2N(CC1)N=CC2B2OC(C(O2)(C)C)(C)C 5-methyl-3-(4,4,5,5-tetramethyl-1,3,2-dioxaborolan-2-yl)-4H,6H,7H-pyrazolo[1,5-a]pyrazine